(R)-1-(9H-fluoren-9-yl)-8-(naphthalen-2-ylmethyl)-3,6,9-trioxo-5-(3-(3-(2,2,4,6,7-pentamethyl-2,3-dihydrobenzofuran-5-ylsulfonyl)guanidino)propyl)-2-oxa-4,7,8,10-tetraazadodecane C1=CC=CC=2C3=CC=CC=C3C(C12)COC(N[C@@H](C(NN(C(NCC)=O)CC1=CC2=CC=CC=C2C=C1)=O)CCCNC(=N)NS(=O)(=O)C=1C(=C(C2=C(CC(O2)(C)C)C1C)C)C)=O